Tert-butyl (R)-5-((4-(3-methylmorpholino)-6-(1-(methylsulfonyl)cyclopropyl) pyrimidin-2-yl)amino)-1H-pyrazole-1-carboxylate C[C@@H]1COCCN1C1=NC(=NC(=C1)C1(CC1)S(=O)(=O)C)NC1=CC=NN1C(=O)OC(C)(C)C